(S)-4-(3-fluoro-4-methylphenyl)-5-methyl-N-(5-methyl-4-oxo-2,3,4,5-tetrahydropyrido[3,2-b]-[1,4]oxazepin-3-yl)pyrimidine-2-carboxamide FC=1C=C(C=CC1C)C1=NC(=NC=C1C)C(=O)N[C@@H]1C(N(C2=C(OC1)C=CC=N2)C)=O